CC1=C(N=C2N1N=C(C=C2)C(F)(F)F)C(=O)N 3-methyl-6-(trifluoromethyl)imidazo[1,2-b]pyridazine-2-carboxamide